1,3-di(3-hydroxypropyl)-1,3-dimethyl-1,3-diethyl disiloxane Ethyl 6-mercapto-3,4-dihydroisoquinoline-2(1H)-carboxylate SC=1C=C2CCN(CC2=CC1)C(=O)OCC.OCCC[Si](O[Si](CC)(C)CCCO)(CC)C